(2E)-3-(2-methoxyphenyl)prop-2-enal COC1=C(C=CC=C1)/C=C/C=O